tert-butyl 3-(4-methylsulfanylquinazolin-6-yl)-3-(2-oxoethyl)azetidine-1-carboxylate CSC1=NC=NC2=CC=C(C=C12)C1(CN(C1)C(=O)OC(C)(C)C)CC=O